ClC=1C=C(C=NC1)C1=NN=C(S1)C=1C=CC(N(N1)CC=1C=NC=C(C1)F)=O 6-[5-(5-chloropyridin-3-yl)-1,3,4-thiadiazol-2-yl]-2-[(5-fluoropyridin-3-yl)methyl]pyridazin-3-one